OC=1C(=C(C(=NC1C(C)C)CCC1=CC=C(C=C1)OC)C(=O)O)C(=O)O 5-hydroxy-6-isopropyl-2-(4-methoxyphenylethyl)pyridine-3,4-dicarboxylic acid